FC=1C=C(C=CC1C)C1CC=NN1C(=O)C12CC(C1)(C2)COC=2N=CC(=NC2)C#N 5-((3-(5-(3-fluoro-4-methyl-phenyl)-4,5-dihydro-1H-pyrazole-1-carbonyl)bicyclo-[1.1.1]pentan-1-yl)-methoxy)pyrazine-2-carbonitrile